(2S)-5-dimethoxyphosphoryl-4-oxo-2-(tritylamino)pentanoic acid methyl ester COC([C@H](CC(CP(=O)(OC)OC)=O)NC(C1=CC=CC=C1)(C1=CC=CC=C1)C1=CC=CC=C1)=O